ClC1=C(C=C(C=2C3=C(NC12)[C@@H](CNC(C3)=O)CC(C)(C)O)CC#N)Cl (R)-2-(7,8-dichloro-5-(2-hydroxy-2-methylpropyl)-2-oxo-1,2,3,4,5,6-hexahydroazepino[4,5-b]indol-10-yl)acetonitrile